(S)-2-((4-((2-hydroxy-1-phenylethyl)amino)-5-(3-(quinuclidin-4-yl)-1,2,4-oxadiazol-5-yl)pyridin-2-yl)amino)-7,7-dimethyl-6-propyl-6,7-dihydro-5H-pyrrolo[3,4-b]pyridin-5-one OC[C@H](C1=CC=CC=C1)NC1=CC(=NC=C1C1=NC(=NO1)C12CCN(CC1)CC2)NC2=CC=C1C(=N2)C(N(C1=O)CCC)(C)C